OCCC1=NC(=NO1)C=1C=C2CC[C@H](C2=CC1)NC(=O)C=1C=NN(C1)C N-{(1R)-5-[5-(Hydroxyethyl)(1,2,4-oxadiazol-3-yl)]indanyl}(1-methylpyrazol-4-yl)carboxamid